5,6,7,8-tetrahydroquinazolin-4-ylpiperazine-1-carboxylate N1=CN=C(C=2CCCCC12)OC(=O)N1CCNCC1